VANILLIC ACID C(C1=CC(OC)=C(O)C=C1)(=O)O